2,2'-methylenebis[6-(5-chloro-benzotriazol-2-yl)-4-tert-octylphenol] C(C1=C(C(=CC(=C1)C(C)(C)CC(C)(C)C)N1N=C2C(=N1)C=CC(=C2)Cl)O)C2=C(C(=CC(=C2)C(C)(C)CC(C)(C)C)N2N=C1C(=N2)C=CC(=C1)Cl)O